sodium methyl-naphthalenesulfonic acid CC1=C(C2=CC=CC=C2C=C1)S(=O)(=O)O.[Na]